C(C=C)(=O)N1CC(CC1)C=1C=C(N2C=NC=CC21)C2=CC=C(C(=O)NC1=NC=CC(=C1)Cl)C=C2 4-(5-(1-acryloylpyrrolidin-3-yl)pyrrolo[1,2-c]pyrimidin-7-yl)-N-(4-chloropyridin-2-yl)benzamide